trans-3-(imidazo[4,5-d]pyrrolo[2,3-b]pyridin-1(6H)-yl)cyclobutanamine 2,2,2-trifluoroacetate FC(C(=O)O)(F)F.N1(C=NC=2C1=C1C(=NC2)NC=C1)[C@@H]1C[C@H](C1)N